(S)-4-(2-(4-(2-acetyl-5-fluorophenyl)-3-methoxy-6-oxopyridazin-1(6H)-yl)-3-phenylpropionamido)benzoic acid C(C)(=O)C1=C(C=C(C=C1)F)C=1C(=NN(C(C1)=O)[C@H](C(=O)NC1=CC=C(C(=O)O)C=C1)CC1=CC=CC=C1)OC